2-hydroxy-5-(2-methylheptadecyl)benzoic acid OC1=C(C(=O)O)C=C(C=C1)CC(CCCCCCCCCCCCCCC)C